COC=1C=CC2=C(OC3(CN(S2(=O)=O)CC=2C=C(C=CC2C)CC(C(=O)O)(C)C)CCOCC3)N1 3-(3-((7'-methoxy-1',1'-dioxido-2,3,5,6-tetrahydrospiro[pyran-4,4'-pyrido[2,3-b][1,4,5]oxathiazepin]-2'(3'H)-yl)methyl)-4-methylphenyl)-2,2-dimethylpropanoic acid